S1C=CC=2COCCC21 6,7-dihydro-4H-thieno[3,2-c]pyran